[Si](C)(C)(C(C)(C)C)O[C@H]1[C@@H]([C@@H](OC1(CO)CO)N1C(NC(C=C1)=O)=O)C 1-[(2R,3S,4S)-4-[(tert-butyldimethylsilyl)oxy]-5,5-bis(hydroxymethyl)-3-methyloxolan-2-yl]-3H-pyrimidine-2,4-dione